methyl 2,2-difluoro-3α,7β-dihydroxy-5β-cholanoate FC1([C@H](C[C@H]2C[C@@H]([C@H]3[C@@H]4CC[C@H]([C@@H](CCC(=O)OC)C)[C@]4(CC[C@@H]3[C@]2(C1)C)C)O)O)F